COC1=NC(=CC=C1CO)COC (2-methoxy-6-(methoxymethyl)pyridin-3-yl)methanol